(±)-(3aS,5R,6aR)-5-((4-methoxybenzyl)amino)hexahydro-1H-cyclopenta[c]furan-1-one COC1=CC=C(CN[C@@H]2C[C@H]3[C@H](C(OC3)=O)C2)C=C1 |r|